Propylene Glycol Oleate C(CCCCCCC\C=C/CCCCCCCC)(=O)O.C(C(C)O)O